C(C1=CC=CC=C1)N1C(C(N2C3(C1NC=1C=CC=CC31)C=CC2=O)C2=CC(=CC=C2)Br)=O (±)-7-benzyl-5-(3-bromophenyl)-7a,8-dihydro-3H,5H-pyrrolo[2',1':3,4]pyrazino[2,3-b]indole-3,6(7H)-dione